ClC=1C(=C2C(=NC1)OCO2)NCC=2C=CC=C1CN(C(C21)=O)[C@@H](C(C)(C)O)C2CC2 |o1:22| (R or S)-7-(((6-chloro-[1,3]dioxolo[4,5-b]pyridin-7-yl)amino)methyl)-2-(1-cyclopropyl-2-hydroxy-2-methylpropyl)isoindolin-1-one